C1(=CC=CC2=CC=CC=C12)C(C)N1CCC(CC1)N1C(OC(C1)CNC(=O)NCC#C)=O 1-((3-(1-(1-(naphthalen-1-yl)ethyl)piperidin-4-yl)-2-oxooxazolidin-5-yl)methyl)-3-(prop-2-yn-1-yl)urea